1,1-bis(3'-indolyl)-1-(4-bromo-2-hydroxy-phenyl)methane C1=CC=C2C(=C1)C=CN2C(C3=C(C=C(C=C3)Br)O)N4C=CC5=CC=CC=C54